(1R)-1-phenylethyl N-(5-{1-[4-(1-{[(1-carbamoylcyclopropyl) sulfonyl]carbamoyl}cyclopropyl)phenyl]piperidin-4-yl}-3-methyl-1,2-oxazol-4-yl)carbamate C(N)(=O)C1(CC1)S(=O)(=O)NC(=O)C1(CC1)C1=CC=C(C=C1)N1CCC(CC1)C1=C(C(=NO1)C)NC(O[C@H](C)C1=CC=CC=C1)=O